5-(3-chloro-1-methyl-1H-pyrrol-2-yl)-1,3,4-thiadiazol ClC1=C(N(C=C1)C)C1=NN=CS1